p-toluenesulfonic acid ethanolamine salt C(O)CN.CC1=CC=C(C=C1)S(=O)(=O)O